FC1=C(C(=C(C=C1)[NH+]1CCC(CC1)CCN1N=C(C2=C1CCC2)C(=O)N2CCC(CC2)(O)CF)C)C [1-[2-[1-(4-Fluoro-2,3-dimethylphenyl)piperidin-1-ium-4-yl]ethyl]-5,6-dihydro-4H-cyclopenta[c]pyrazol-3-yl]-[4-(fluoromethyl)-4-hydroxy-1-piperidyl]methanon